4-methyl-6-oxo-(4-trifluoromethylphenyl)-phenyl-1,6-dihydropyridazine-3-carboxylic acid CC=1C=CC(C(C1)=O)N1N=C(C(=CC1)C1=CC=C(C=C1)C(F)(F)F)C(=O)O